C1(=CC=CC=C1)C(C#CCCCCCC)(C(=O)O)C(=O)O phenylnonynedicarboxylic acid